OC(=CC=CC(=O)O)CCCCC 5-hydroxy-2,4-decadienoic acid